Methyl 4-((2R,6s)-4-benzyl-6-methylmorpholin-2-yl)-2-fluoro-5-methylbenzoate C(C1=CC=CC=C1)N1C[C@H](O[C@H](C1)C)C1=CC(=C(C(=O)OC)C=C1C)F